C(#N)C[P+](C1=CC=CC=C1)(C1=CC=CC=C1)C1=CC=CC=C1 (Cyanomethyl)triphenylphosphonium